[Zr+4].CN(CC(C)[O-])C.CN(C)CC(C)[O-].CN(C)CC(C)[O-].CN(C)CC(C)[O-] [1-(dimethylamino)-2-propanolate] Zirconium